methyl 6-(6-(1H-imidazol-1-yl) pyridinamido)-2-azaspiro[3.3]heptane-2-carboxylate N1(C=NC=C1)C1=CC=CC(=N1)C(=O)NC1CC2(CN(C2)C(=O)OC)C1